ClC=1C=C(C=CC1Cl)C1CN(CCC1)C(C#CCCO)=O 1-(3-(3,4-dichlorophenyl)piperidin-1-yl)-5-hydroxypent-2-yn-1-one